methyl 5-amino-2-((R)-4-isopropyl-2-oxoimidazolidin-1-yl)-2,3-dihydro-1H-indene-2-carboxylate NC=1C=C2CC(CC2=CC1)(C(=O)OC)N1C(N[C@@H](C1)C(C)C)=O